3,4-dimethyl-benzaldehyde-2,6-d2 CC1=C(C(C=O)=C(C=C1C)[2H])[2H]